5-((1S,2R)-1-(9-acetyl-7-chloro-1,1-dioxido-4-oxo-4,5-dihydrobenzo[f][1,2,5]thiadiazepin-2(3H)-yl)-2-(6-fluoro-2,3-dimethylphenyl)propyl)-1,3,4-oxadiazol-2(3H)-one C(C)(=O)C1=CC(=CC=2NC(CN(S(C21)(=O)=O)[C@@H]([C@H](C)C2=C(C(=CC=C2F)C)C)C2=NNC(O2)=O)=O)Cl